OC1=C(C(=CC(=C1C(=O)N1CCCC1)CCCCC)O)C1=CC(=CC=C1)C (2,6-dihydroxy-3'-methyl-4-pentyl-[1,1'-biphenyl]-3-yl)(pyrrolidin-1-yl)methanone